N1(CCOCC1)CC=1C=CC=C(C(=O)O)C1 5-(morpholinylmethyl)benzoic acid